FC1=CC=C(C=C1)CN1CC2(C1)CC(C2)NC(=O)N2[C@@H](CN(CC2)C2=NC=C(C=N2)C(F)(F)F)C (2R)-N-{2-[(4-fluorophenyl)methyl]-2-azaspiro[3.3]heptan-6-yl}-2-methyl-4-[5-(trifluoromethyl)pyrimidin-2-yl]piperazine-1-carboxamide